3-(benzylsulfonyl)-5'-methyl-4-pentyl-1',2',3',4'-tetrahydro-[1,1'-biphenyl]-2,6-diol C(C1=CC=CC=C1)S(=O)(=O)C1=C(C(=C(C=C1CCCCC)O)C1CCCC(=C1)C)O